ClC1=CC=C2C(=N1)C(=CN2)NC2=NC1=C(N2C)C=C(C=C1)OC1=CC=C(C=C1)F N-(5-chloro-1H-pyrrolo[3,2-b]pyridin-3-yl)-6-(4-fluorophenoxy)-1-methyl-1H-benzo[d]imidazol-2-amine